C(CCCCCCCCC)(=O)O[C@@H]1[C@@](O[C@H](C1)N1C2=NC(=NC(=C2N=C1)N)F)(C#C)CO[P@](=O)(OC1=CC=CC=C1)N[C@H](C(=O)OCC(CC)CC)CC1=CC=CC=C1 (2R,3S,5R)-5-(6-amino-2-fluoro-9H-purin-9-yl)-2-((((S)-(((S)-1-(2-ethylbutoxy)-1-oxo-3-phenylpropan-2-yl)amino)(phenoxy)phosphoryl)oxy)methyl)-2-ethynyltetrahydrofuran-3-yl decanoate